NC=1C=C2C(C3(C=NC4=C(O3)C(=CC3=CC=CC=C34)C=3SC4=C(N3)C=CC=C4)N(C2=CC1)C)(C)C 5-amino-5'-(2-benzthiazolyl)-1,3,3-trimethylspiro[indoline-2,3'-[3H]-naphtho[2,1-b][1,4]oxazine]